ClC1=C(C(=C2N1CCN(C2)C(=O)NC2COCC2)C(=O)N)C2=CC=CC=C2 6-chloro-7-phenyl-N2-(tetrahydrofuran-3-yl)-3,4-dihydropyrrolo[1,2-a]pyrazine-2,8(1H)-dicarboxamide